C(CCC)(=O)OC(CCC)C methylbutyl butyrate